6-fluoro-3-{1-[4-((R)-2-pyrrolidin-1-ylmethyl-pyrrolidine-1-carbonyl)-phenyl]-1H-[1,2,3]triazol-4-yl}-1H-quinolin-2-one FC=1C=C2C=C(C(NC2=CC1)=O)C=1N=NN(C1)C1=CC=C(C=C1)C(=O)N1[C@H](CCC1)CN1CCCC1